C(CCCCOC(=O)C1=CC=C(C(=O)O)C=C1)OC(=O)C1=CC=C(C(=O)O)C=C1 4,4'-((pentane-1,5-diylbis(oxy))bis(carbonyl))dibenzoic acid